CCCCCCCCCCCCCC(=O)O[C@H](CCCCCCCCCCC)CC(=O)O[C@@H]1[C@H]([C@@H](O[C@@H]([C@H]1OP(=O)([O-])[O-])CO)OC[C@@H]2[C@H]([C@@H]([C@H]([C@H](O2)OP(=O)([O-])OP(=O)([O-])OCC[NH3+])NC(=O)C[C@@H](CCCCCCCCCCC)O)OC(=O)C[C@@H](CCCCCCCCCCC)O)O)NC(=O)C[C@@H](CCCCCCCCCCC)OC(=O)CCCCCCCCCCC The molecule is a lipid A oxoanion arising from deprotonation of the phosphate OH groups and protonation of the amino group of lipid A 1-(2-aminoethyl diphosphate); major species at pH 7.3. It is a lipid A oxoanion and a lipid A 1-(2-aminoethyl diphosphate) oxoanion. It is a conjugate base of a lipid A 1-(2-aminoethyl diphosphate).